C1(CCCCC1)NCCCC 4-Cyclohexylaminobutan